Cobalt-Cerium-Copper [Cu].[Ce].[Co]